5-acetyl-1-(4-methoxybenzyl)-1H-pyrazole-4-carboxylic acid ethyl ester C(C)OC(=O)C=1C=NN(C1C(C)=O)CC1=CC=C(C=C1)OC